tert-butyl 4-(4-amino-3-((1-ethyl-1H-benzo[d]imidazol-5-yl)ethynyl)-1H-pyrrolo[3,2-c]pyridin-1-yl)-2-(methoxymethyl)pyrrolidine-1-carboxylate NC1=NC=CC2=C1C(=CN2C2CC(N(C2)C(=O)OC(C)(C)C)COC)C#CC2=CC1=C(N(C=N1)CC)C=C2